N-(6-amino-5-ethyl-3-pyridyl)-2-[(2S,5R)-2-[2-(2-methoxyethyl)-1,3-benzothiazol-5-yl]-5-methyl-1-piperidyl]-2-oxo-acetamide NC1=C(C=C(C=N1)NC(C(=O)N1[C@@H](CC[C@H](C1)C)C=1C=CC2=C(N=C(S2)CCOC)C1)=O)CC